C1(=CC=CC=C1)NCC(=O)N 2-(phenylamino)acetamide